N1(CCOCC1)C1=CC=C(NC2=NC=CC=N2)C=C1 2-(4-morpholin-4-ylanilino)pyrimidin